FC=1C(=CC(=NC1)OC)[C@H](C(=O)N1C[C@@H]([C@@H](C1)NC1=NC(=C(C=C1)C1=NC=CC=N1)C)C)C (R)-2-(5-fluoro-2-methoxypyridin-4-yl)-1-((3S,4S)-3-methyl-4-(6-methyl-5-(pyrimidin-2-yl)pyridin-2-ylamino)pyrrolidin-1-yl)propan-1-one